C(C)(C)(C)OC(CCCCCCCCCCCCCCCC(=O)O)=O Heptadecanedioic Acid Mono-TertButyl Ester